[C@@H]12N(C[C@@H](NC1)C2)C2=CC(=NC(=N2)S(=O)(=O)C)NC2=CC(=C(C=C2)F)Cl 6-((1S,4S)-2,5-diazabicyclo[2.2.1]heptan-2-yl)-N-(3-chloro-4-fluorophenyl)-2-(methylsulfonyl)pyrimidin-4-amine